NC1CC(C1)(O)CC 3-amino-1-ethylcyclobutan-1-ol